N,N'-dihydroxypentanediamine sodium [Na].ONC(CCCC)NO